3,4-bis(3-(tert-butyl)-9H-carbazol-9-yl)-2,5-bis(dibenzo[b,d]furan-1-yl)-6-(pyridin-2-yl)benzonitrile C(C)(C)(C)C=1C=CC=2N(C3=CC=CC=C3C2C1)C=1C(=C(C#N)C(=C(C1N1C2=CC=CC=C2C=2C=C(C=CC12)C(C)(C)C)C1=CC=CC=2OC3=C(C21)C=CC=C3)C3=NC=CC=C3)C3=CC=CC=2OC1=C(C23)C=CC=C1